FC(C=1C=C(C=C(C1)C(F)(F)F)C1=CC2=C(NC([C@H]3N(C2=O)CCN(C3)C(COC3=C(C=C(C=C3)OC(F)(F)F)I)=O)=O)N=C1)(F)F (S)-3-(3,5-bis(trifluoromethyl)phenyl)-9-(2-(2-iodo-4-(trifluoromethoxy)phenoxy)acetyl)-8,9,10,10a-tetrahydropyrazino[1,2-a]pyrido[2,3-e][1,4]diazepine-5,11(7H,12H)-dione